((4-((2-amino-7H-pyrrolo[2,3-d]pyrimidin-4-yl)oxy)phenyl)carbamoyl)-L-tryptophan NC=1N=C(C2=C(N1)NC=C2)OC2=CC=C(C=C2)NC(=O)N[C@@H](CC2=CNC1=CC=CC=C21)C(=O)O